((9-(hydroxymethyl)-5,6-dihydrophenanthridin-4-yl)methyl)carbamic acid tert-butyl ester C(C)(C)(C)OC(NCC1=CC=CC=2C3=CC(=CC=C3CNC12)CO)=O